C(#N)C=1C=CC(=C(C1)C(C(=O)O)C)C1=CC2=C(C=N1)N=NN2[C@H](C)C2=C(C(=CC=C2Cl)C2CC2)Cl 2-(5-cyano-2-(1-((R)-1-(2,6-dichloro-3-cyclopropylphenyl)ethyl)-1H-[1,2,3]triazolo[4,5-c]pyridin-6-yl)phenyl)propanoic acid